ClC1=CC=C(C=C1)C=1N=C2C(=NC1)N=C(S2)N2CC(=CC=C2)C2=C(C=CC=C2OC)F N-(6-(4-chlorophenyl)thiazolo[4,5-b]pyrazin-2-yl)-3-(2-fluoro-6-methoxyphenyl)pyridine